COC(=O)[C@H]1N(C[C@H]([C@@H]1CC)O)C(=O)OCC1=CC=CC=C1 (2S,3R,4S)-3-ethyl-4-hydroxypyrrolidine-1,2-dicarboxylic acid 1-benzyl ester 2-methyl ester